C1(CCCCC1)N1N=CC=C1CNC 1-(1-cyclohexyl-1H-pyrazol-5-yl)-N-methylmethanamine